ClC=1C=C(C=CC1F)NC(N(C=1SC=NN1)CC1=NNC=2CCCCC12)=O (3-Chloro-4-fluorophenyl)-1-((4,5,6,7-tetrahydro-1H-indazol-3-yl)methyl)-1-(1,3,4-thiadiazol-2-yl)urea